FC=1C(=C(C=CC1F)C(=O)N1CC(C1)(O)CN[C@@H]1[C@H](CCCC1)O)NC1=C(C=C(C=C1)I)F 1-({3,4-difluoro-2-[(2-fluoro-4-iodophenyl)amino]phenyl}carbonyl)-3-({[(1S,2S)-2-hydroxycyclohexyl]amino}methyl)azetidin-3-ol